4-(((1-methylcyclobutyl)amino)methyl)benzo[cd]indol-2(1H)-one CC1(CCC1)NCC=1C=C2C3=C(C(NC3=CC=C2)=O)C1